7-chloro-1-(9-methyl-9H-fluoren-9-yl)dibenzo[b,d]furan ClC1=CC2=C(C3=C(O2)C=CC=C3C3(C2=CC=CC=C2C=2C=CC=CC32)C)C=C1